NC1=CC=CC(=N1)S(=O)(=O)NC(=O)C=1C(=NC(=CC1)C=1C=NC(=C(C1)C)N(C)CCOCC)N1C(C[C@@H](C1)C)(C)C N-[(6-Amino-2-pyridyl)sulfonyl]-6-[6-[2-ethoxyethyl(methyl)amino]-5-methyl-3-pyridyl]-2-[(4S)-2,2,4-trimethylpyrrolidin-1-yl]pyridin-3-carboxamid